beta-naphthylbutyl-ammonium C1(=CC=CC2=CC=CC=C12)C(C[NH3+])CC